C(CCl)NC(=O)N(CCCl)N=O bis-chloroethylnitrosourea